1,4-diaminoheptane NCCCC(CCC)N